FC1=C(C=CC=C1F)C1=C(NC=2C3=C(CCC12)C=CC=C3)C(=O)O 3-(2,3-difluorophenyl)-4,5-dihydro-1H-benzo[g]indole-2-carboxylic Acid